BrCCCCCCOC(CCCCC(OCC\C=C/CCCC)OCC\C=C/CCCC)=O 6,6-bis(((Z)-oct-3-en-1-yl)oxy)hexanoic acid 6-bromohexyl ester